2-hydroxybut-1-yl citronellate C(CC(C)CCC=C(C)C)(=O)OCC(CC)O